O[C@H]1CC[C@H](C2=CC=C(C=C12)C)NC(=O)C=1C(NC(=CC1)C(F)(F)F)=O N-((1R,4S)-4-hydroxy-6-methyl-1,2,3,4-tetrahydronaphthalen-1-yl)-2-oxo-6-(trifluoromethyl)-1,2-dihydropyridine-3-carboxamide